(E)-1,2-dimethyl-4-((3-methylbenzo[d]thiazol-2(3H)-ylidene)methyl)quinoline CN1C(C=C(C2=CC=CC=C12)/C=C\1/SC2=C(N1C)C=CC=C2)C